C(C)(CC)OC(C=C)=O sec-Butylacrylat